C(C)(C)(C)C(C(=O)O)N1CCN(CCN(CCNCC1)C(C(=O)O)C(C)(C)C)C(CCCC1=CC=C(C=C1)I)=O.CC=1C=CC(=C(C1)N1N=C2C(=N1)C=CC=C2)O 2-(5'-methyl-2'-hydroxyphenyl)benzotriazole di-tert-butyl-2,2'-(4-(4-(4-iodophenyl)butanoyl)-1,4,7,10-tetraazacyclododecane-1,7-diyl)diacetate